lithium octoxide [O-]OOOOOO[O-].[Li+].[Li+]